3-(2,5-dioxopyrrol-1-yl)-N-[2-(2-hydroxyethoxy)ethyl]propionamide O=C1N(C(C=C1)=O)CCC(=O)NCCOCCO